NC(C)(C)C1=CC(=NC(=C1)C1=CC=C(C=C1)F)O[C@H]1[C@@H]2CN([C@@H]2C1)C(=O)C1=C(N=C(S1)C1=NC=CC=N1)C |o1:18,19,22| rel-((1R,4R,5R)-5-((4-(2-aminopropan-2-yl)-6-(4-fluorophenyl)pyridin-2-yl)oxy)-2-azabicyclo[2.2.0]hexan-2-yl)(4-methyl-2-(pyrimidin-2-yl)thiazol-5-yl)methanone